ClC=1C=C(C2=C(CCO2)C1)S(=O)(=O)NC1=C(C(=C(C=C1)F)C#CC=1C=C2C(=NC1)NN=C2)F 5-chloro-N-(2,4-difluoro-3-(1H-pyrazolo[3,4-b]pyridin-5-ylethynyl)phenyl)-2,3-dihydro-1-benzofuran-7-sulfonamide